6-(4-(piperazin-1-yl)phenyl)-3-(3-(trifluoromethyl)phenyl)furo[3,2-b]pyridine N1(CCNCC1)C1=CC=C(C=C1)C=1C=C2C(=NC1)C(=CO2)C2=CC(=CC=C2)C(F)(F)F